OC1C(I)=CC(I)=CC=1I Triiodophenol